ClC1=C2C=NN(C2=CC=C1\N=C(\SC)/NC(=O)C1=CC(=C(OCC(=O)OC(C)(C)C)C=C1)OC)C1OCCCC1 tert-butyl 2-[4-[[(E)-N-(4-chloro-1-tetrahydropyran-2-yl-indazol-5-yl)-C-methylsulfanyl-carbonimidoyl]carbamoyl]-2-methoxy-phenoxy]acetate